tert-butyl 5-(3-(3-(1,3-dioxoisoindolin-2-yl)prop-1-yn-1-yl)-4-(methoxycarbonyl)phenyl)hexahydropyrrolo[3,4-c]pyrrole-2(1H)-carboxylate O=C1N(C(C2=CC=CC=C12)=O)CC#CC=1C=C(C=CC1C(=O)OC)N1CC2C(C1)CN(C2)C(=O)OC(C)(C)C